C1=C(C=CC2=CC=CC=C12)N(C1=CC2=CC=CC=C2C=C1)C1=CC=C(C=C1)C=1C(=CC(=CC1)N(C1=CC2=CC=CC=C2C=C1)C1=CC2=CC=CC=C2C=C1)C1=CC=CC=C1 4,4'-bis[N,N-di(2-naphthyl)amino]terphenyl